C(C(=C)C)(=O)OCCCCCCCCCCCCCCCCCCCCCCOC(C=C)=O 22-(Acryloyloxy)-docosanyl methacrylat